C1(CC1)C(=O)N1CCN(CCC1C#C)C1=CC=CC=C1 cyclopropyl(7-ethynyl-4-phenyl-1,4-diazepan-1-yl)methanone